C1(CCC(=O)OC(CO1)C)=O 2-propylene succinate